3-(2-(2,4-dichlorophenyl)-5-isopropyloxazol-4-yl)-1-(4-(2-hydroxyethoxy)-3-methylphenyl)propan-1-one ClC1=C(C=CC(=C1)Cl)C=1OC(=C(N1)CCC(=O)C1=CC(=C(C=C1)OCCO)C)C(C)C